C(C)S(=O)C=1C=C(C=CC1)C(CC#N)N1N=CC(=C1)C=1C2=C(N=CN1)NC=C2 3-[3-(ethylsulfinyl)phenyl]-3-[4-(7H-pyrrolo[2,3-d]pyrimidin-4-yl)-1H-pyrazol-1-yl]propanenitrile